BrCC(OC1=NN(C=C1)C(C)O)C 1-[3-(2-bromo-1-methyl-ethoxy)pyrazol-1-yl]Ethyl alcohol